1-(((2-(furan-2-ylmethyl)-6-phenyl-8-(phenylthio) imidazo[1,2-a]pyrazin-3-yl) oxy) methoxy)-2-methyl-1-oxopropan-2-yl benzoate C(C1=CC=CC=C1)(=O)OC(C(=O)OCOC1=C(N=C2N1C=C(N=C2SC2=CC=CC=C2)C2=CC=CC=C2)CC=2OC=CC2)(C)C